(2'R,3R,4'R,5'S)-N-(4-carbamoyl-2-methoxyphenyl)-6-chloro-4'-(3-chloro-2-fluorophenyl)-2'-(2,2-dimethylpropyl)-5'-methyl-1,2-dihydrospiro[indole-3,3'-pyrrolidine]-5'-carboxamide C(N)(=O)C1=CC(=C(C=C1)NC(=O)[C@@]1([C@H]([C@]2([C@H](N1)CC(C)(C)C)CNC1=CC(=CC=C12)Cl)C1=C(C(=CC=C1)Cl)F)C)OC